(1R,2R,3S,3aR,8bS)-3a-(4-bromophenyl)-1,8b-dihydroxy-6,8-dimethoxy-3-phenyl-N-(pyrrolidin-1-ylsulfonyl)-2,3,3a,8b-tetrahydro-1H-cyclopenta[b]benzofuran-2-carboxamide BrC1=CC=C(C=C1)[C@@]12OC3=C([C@@]1([C@@H]([C@@H]([C@H]2C2=CC=CC=C2)C(=O)NS(=O)(=O)N2CCCC2)O)O)C(=CC(=C3)OC)OC